C(CC)(=O)ON(CCN(OC(CC)=O)OC(CC)=O)OC(CC)=O.[Na].[Na] disodium ethylenediamine tetrapropionate